CNC(=O)C1CC=NN1C1=NC(=CC(=C1)C(F)(F)F)C N-methyl-1-(6-methyl-4-trifluoromethylpyridin-2-yl)-4,5-dihydro-1H-pyrazole-5-carboxamide